C[Si](CCOC([C@@H](N(C(=O)OCC[Si](C)(C)C)CCN)CCC(N)=O)=O)(C)C 2-(trimethylsilyl)ethyl-N-(2-aminoethyl)-N2-{[2-(trimethylsilyl) ethoxy] carbonyl}-L-glutaminat